6-dipropylamino-1,3,5-triazine-2,4-dithiol C(CC)N(C1=NC(=NC(=N1)S)S)CCC